CC=1N=C(C=2N(C1)C=C(N2)NC(=O)C2=C(C=C(C1=CN(N=C21)C)N2CCC(CC2)NCC)OC)C N-(6,8-dimethylimidazo[1,2-a]pyrazin-2-yl)-4-[4-(ethylamino)-1-piperidyl]-6-methoxy-2-methyl-indazole-7-carboxamide